tert-Butyl 3-((5-chloro-4-((2-(dimethylphosphoryl)-4-hydroxyphenyl)amino) pyrimidin-2-yl)amino)-1-methyl-4,6-dihydropyrrolo[3,4-c]pyrazole-5(1H)-carboxylate ClC=1C(=NC(=NC1)NC=1C2=C(N(N1)C)CN(C2)C(=O)OC(C)(C)C)NC2=C(C=C(C=C2)O)P(=O)(C)C